8-((3,5-Dimethoxyphenyl)sulfonyl)-3-hydroxyquinazoline-2,4(1H,3H)-dione COC=1C=C(C=C(C1)OC)S(=O)(=O)C=1C=CC=C2C(N(C(NC12)=O)O)=O